FC1([C@H](CC(CC1)=O)CN1C=NC2=C1C=C(C=C2)C#N)F |r| rac-1-((2,2-difluoro-5-oxocyclohexyl)methyl)-1H-benzo[d]imidazole-6-carbonitrile